NC(COCCNC(C1=C(C=C(C=C1)NC=1C=2N(C=CN1)C(=CN2)C=2C(=NN(C2)CCF)C(F)(F)F)CC)=O)(C)C N-[2-(2-amino-2-methylpropoxy)ethyl]-2-ethyl-4-[[3-[1-(2-fluoroethyl)-3-(trifluoromethyl)pyrazol-4-yl]imidazo[1,2-a]pyrazin-8-yl]amino]benzamide